BrC=1C(=C2C=NN(C2=CC1)CC(C)(O)C)F 1-(5-bromo-4-fluoroindazol-1-yl)-2-methylpropan-2-ol